C(C)(C)(C)OC(C[C@H](C=1C=C2CCCC2=C(C1)CO)C1=C(C2=C(N(N=N2)C)C=C1)C)=O (3R)-3-(1,4-dimethyl-1H-benzotriazol-5-yl)-3-[7-(hydroxymethyl)-2,3-dihydro-1H-inden-5-yl]propionic acid tert-butyl ester